C(CCC)OC1=CC=C(C=C1)C1(C=CC2=C(O1)C=1C(=CC(=CC1C1=C2C(C2=CC(=CC=C21)C(F)(F)F)(C)C)Br)Br)C2=CC=C(C=C2)OC 3-(4-butoxyphenyl)-3-(4-methoxyphenyl)-5,7-dibromo-11-trifluoromethyl-13,13-dimethyl-3,13-dihydro-indeno[2',3':3,4]naphtho[1,2-b]pyran